(S)-(4-(4-(3-aminopiperidin-1-yl)-6-((2-(2-fluoro-6-methoxyphenyl)pyrimidin-4-yl)amino)pyridin-3-yl)phenyl)(4-methylpiperazin-1-yl)methanone hydrochloride Cl.N[C@@H]1CN(CCC1)C1=C(C=NC(=C1)NC1=NC(=NC=C1)C1=C(C=CC=C1OC)F)C1=CC=C(C=C1)C(=O)N1CCN(CC1)C